tert-butyl 4-(4-carbamoylphenyl)piperidine-1-carboxylate C(N)(=O)C1=CC=C(C=C1)C1CCN(CC1)C(=O)OC(C)(C)C